NC1=NC2=C(C=3N1N=C(N3)C=3OC=CC3)C=NN2[C@](C(=O)NCC2=NC=C(C=C2)F)(C)C2=CC=CC=C2 (R)-2-(5-amino-2-(furan-2-yl)-7H-pyrazolo[4,3-e][1,2,4]triazolo[1,5-c]pyrimidin-7-yl)-N-((5-fluoropyridin-2-yl)methyl)-2-phenylpropanamide